tert-butyl (5R)-5-[(4-chloropentanoyl)amino]-3,3-difluoropiperidine-1-carboxylate ClC(CCC(=O)N[C@@H]1CC(CN(C1)C(=O)OC(C)(C)C)(F)F)C